4-methylpentane-2,3-diylbis(pyrrolidine-1-carboxylate) CC(C(C(C)C1N(CCC1)C(=O)[O-])C1N(CCC1)C(=O)[O-])C